C[C@H]1N(CCN(C1)C=1C2=C(N=CN1)NC=C2C2=NC=CC=C2)C(=O)OC(C)(C)C tert-Butyl (R)-2-methyl-4-(5-(pyridin-2-yl)-7H-pyrrolo[2,3-d]pyrimidin-4-yl)piperazine-1-carboxylate